1-decyne-5-ol C#CCCC(CCCCC)O